(R)-N-(3-(1-((6-amino-[3,3'-bipyridin]-5-yl)oxy)ethyl)phenyl)-3-(trifluoromethyl)benzamide NC1=C(C=C(C=N1)C=1C=NC=CC1)O[C@H](C)C=1C=C(C=CC1)NC(C1=CC(=CC=C1)C(F)(F)F)=O